CN1C2=C(N(C(C1=O)=O)C1CCN(CC1)CC1=CC=C(C=C1)OC(F)(F)F)N=CC(=C2)C(=O)OC Methyl 1-methyl-2,3-diketo-4-(1-(4-(trifluoromethoxy) benzyl) piperidin-4-yl)-1,2,3,4-tetrahydropyrido[2,3-b]pyrazine-7-carboxylate